(R)-4-(2-((3-aminopiperidin-1-yl)methyl)-1-methyl-5-(4-methylphenyl)-1H-pyrrolo[2,3-c]pyridin-4-yl)benzonitrile N[C@H]1CN(CCC1)CC1=CC=2C(=CN=C(C2C2=CC=C(C#N)C=C2)C2=CC=C(C=C2)C)N1C